N-((2-methoxyphenyl)(p-tolyl)methyl)-2-oxo-6-(trifluoromethyl)-1,2-dihydropyridine-3-carboxamide COC1=C(C=CC=C1)C(NC(=O)C=1C(NC(=CC1)C(F)(F)F)=O)C1=CC=C(C=C1)C